C(C#CC)NC1=C(C=CC(=N1)C(=O)OC)[N+](=O)[O-] Methyl 6-(but-2-yn-1-ylamino)-5-nitropyridine-carboxylate